(±)-3-amino-2-fluoro-8-azabicyclo[3.2.1]Octane-8-carboxylic acid (1S,2R,3R,5R)-tert-butyl ester C(C)(C)(C)OC(=O)N1C2C(C(CC1CC2)N)F